C(C1=CC=CC=C1)C1=C([N+](=C2N(C1=O)C=CC=C2)C\C=C\C2=CC=C(C=C2)Br)O (E)-3-benzyl-1-(3-(4-bromophenyl)allyl)-4-oxo-4H-pyrido[1,2-a]pyrimidin-1-ium-2-ol